C(CCCCCCC)NC1=NC(=NC(=N1)S)S (n-octylamino)-1,3,5-triazine-2,4-dithiol